N1(C=NC2=C1C=CC=C2)CC(=O)NC2=CC=C(C=C2)N2N=C(C=C2C2CC2)C(F)(F)F 2-(1H-benzo[d]imidazol-1-yl)-N-{4-[5-cyclopropyl-3-(trifluoromethyl)-1H-pyrazol-1-yl]phenyl}acetamide